5-(hydroxymethyl)azepan-2-one OCC1CCC(NCC1)=O